(4-ETHOXY-3-TRIFLUOROMETHYLPHENYL)BORONIC ACID C(C)OC1=C(C=C(C=C1)B(O)O)C(F)(F)F